N1=CC(=CC=C1)C1=NC=C2N=CNC2=N1 (Pyridin-3-yl)-9H-purine